[C@H]1([C@@H]([C@@H]([C@H]([C@@H]([C@H]1OP(=O)(O)O)OP(=O)(O)O)OP(=O)(O)O)OP(=O)(O)O)O)O The molecule is a myo-inositol tetrakisphosphate having the four phosphate groups placed at the 3-, 4-, 5- and 6-positions. It has a role as a mouse metabolite. It derives from a myo-inositol. It is a conjugate acid of a 1D-myo-inositol 3,4,5,6-tetrakisphosphate(8-).